FC=1C=C2C(=C(NC2=C(C1)F)C1=CC=C(C=C1)F)CC(C(=O)O)C 3-[5,7-difluoro-2-(4-fluorophenyl)-1H-indol-3-yl]-2-methyl-propionic acid